Methyl 2-((4-((R)-2-(4-chloro-2-(methoxy-d3)phenyl)-2H-chromene-8-yl-2-d)piperidine-1-yl)methyl)-3-(((S)-oxetan-2-yl)methyl)-3H-imidazo[4,5-b]pyridine-5-carboxylate ClC1=CC(=C(C=C1)[C@@]1(OC2=C(C=CC=C2C=C1)C1CCN(CC1)CC1=NC=2C(=NC(=CC2)C(=O)OC)N1C[C@H]1OCC1)[2H])OC([2H])([2H])[2H]